C(#N)C=1C(=CC(=NC1N1[C@H](CC1)C)N1CC2(CN(C2)CC(=O)O)C1)C(F)(F)F (S)-2-(6-(5-cyano-6-(2-methylazetidin-1-yl)-4-(trifluoromethyl)pyridin-2-yl)-2,6-diazaspiro[3.3]heptane-2-yl)acetic acid